1,2-dilauryl-sn-glycero-3-phosphate C(CCCCCCCCCCC)OC[C@@H](OCCCCCCCCCCCC)COP(=O)(O)O